ClC1=NC2=C3C(=C4C(=C2N=C1)C=CC=C4)C=CC=C3 chlorodibenzo[f,h]quinoxaline